BrC(C1=NN=C2N1C=C(N=C2)C=2C=NC(=CC2)OCC(F)(F)F)(F)F 3-[bromo(difluoro)methyl]-6-[6-(2,2,2-trifluoroethoxy)-3-pyridyl]-[1,2,4]triazolo[4,3-a]pyrazine